(S)-5-((1-(aminooxy)prop-2-yl)amino)-4-(trifluoromethyl)-2-((2-(trimethylsilyl)ethoxy)methyl)pyridazine-3(2H)-one NOC[C@H](C)NC1=C(C(N(N=C1)COCC[Si](C)(C)C)=O)C(F)(F)F